N-(biphenyl-4-yl)-N-(4-phenyl-9H-carbazol-3-yl)biphenyl-2-amine C1(=CC=C(C=C1)N(C=1C(=CC=CC1)C1=CC=CC=C1)C=1C=CC=2NC3=CC=CC=C3C2C1C1=CC=CC=C1)C1=CC=CC=C1